2-{[(5-cyclobutylpyridin-2-yl)(phenyl)methyl]carbamoyl}cyclopentane-1-carboxylic acid C1(CCC1)C=1C=CC(=NC1)C(C1=CC=CC=C1)NC(=O)C1C(CCC1)C(=O)O